ClC1=C(C(=CC=C1Cl)F)C1(CN(CC1)C(=O)OC(C)(C)C)NC1=CC=C2C(=CN(C(C2=C1)=O)C)F tert-butyl 3-(2,3-dichloro-6-fluorophenyl)-3-[(4-fluoro-2-methyl-1-oxoisoquinolin-7-yl)amino]pyrrolidine-1-carboxylate